C(C)(C)(C)OC(=O)N1[C@@H](C[C@H](C1)N(C(=O)C=1OC(=NN1)C1=C(C=CC(=C1)C#N)C1CC1)C1CC1)CN1N=NC=C1 (2s,4r)-2-((1H-1,2,3-triazol-1-yl)methyl)-4-(5-(5-cyano-2-cyclopropylphenyl)-N-cyclopropyl-1,3,4-oxadiazole-2-carboxamido)pyrrolidine-1-carboxylic acid tert-butyl ester